tert-butyl N-[(1R)-2-{6-[(2R)-2-{[(tert-butoxy)carbonyl]amino}-2-phenylacetyl]-1,3,5,7-tetraoxo-1,2,3,5,6,7-hexahydro-s-indacen-2-yl}-2-oxo-1-phenylethyl]carbamate C(C)(C)(C)OC(=O)N[C@@H](C(=O)C1C(C=2C=C3C(C(C(C3=CC2C1=O)=O)C([C@@H](C1=CC=CC=C1)NC(OC(C)(C)C)=O)=O)=O)=O)C1=CC=CC=C1